(2-(3-bromo-4-fluorophenyl)-2-methylpropyl)-4-methyl-4H-1,2,4-triazole-3-thiol BrC=1C=C(C=CC1F)C(CC=1N(C(=NN1)S)C)(C)C